9,10-di(2-methylphenoxy)anthracene CC1=C(OC=2C3=CC=CC=C3C(=C3C=CC=CC23)OC2=C(C=CC=C2)C)C=CC=C1